FC1=C(C(=CC=C1)OC)C1=CC(=NC=C1C(=O)NC=1SC(=NN1)OC[C@H](C)OC)C 4-(2-Fluoro-6-methoxyphenyl)-N-(5-((S)-2-methoxypropoxy)-1,3,4-thiadiazol-2-yl)-6-methylnicotinamide